C(C)(=O)O[C@H](CCl)COC1=C(C=C(C=C1Cl)C(C)(C)C1=CC=C(C=C1)OC[C@@H](CN(C(C)=O)S(=O)(=O)C)O)Cl (S)-1-chloro-3-(2,6-dichloro-4-(2-(4-((R)-2-hydroxy-3-(N-(methylsulfonyl)acetamido)propoxy) phenyl)propan-2-yl)phenoxy)propan-2-yl acetate